indolide-imine [N-]1C(CC2=CC=CC=C12)=N